ClC1=C2CO[C@H](C2=CC=C1)CNC (R)-1-(4-chloro-1,3-dihydroisobenzofuran-1-yl)-N-methyl-methylamine